[K].C1CCC2=C(C=3CCCC3C=C12)NC(=O)NS(=O)(=O)C1CN(C1)C1CSC1 N-((1,2,3,5,6,7-Hexahydro-s-indacen-4-yl)carbamoyl)-1-(thietan-3-yl)azetidine-3-sulfonamide, Potassium Salt